N-(5-(3-methylcinnolin-6-yl)thiazol-2-yl)-2-(pyridin-2-yl)cyclopropane-1-carboxamide CC=1N=NC2=CC=C(C=C2C1)C1=CN=C(S1)NC(=O)C1C(C1)C1=NC=CC=C1